COC1=CC(=C(C=C1)NC(=S)NC(=O)NCCCCC1=CC(=CC=C1)C1=NN(C=N1)C1=CC=C(C=C1)OC(F)(F)F)C 1-[(4-methoxy-2-methyl-phenyl)carbamothioyl]-3-[4-[3-[1-[4-(trifluoromethoxy)phenyl]-1H-1,2,4-triazol-3-yl]phenyl]butyl]urea